2-(difluoromethyl)-1H-benzo[d]Imidazole FC(C1=NC2=C(N1)C=CC=C2)F